COC=1C=C2C(=NC(=NC2=CC1OC)C)NC(C)C1=CC=C(S1)C1=C(CC(N)C(=O)NCCOC)C=CC=C1 2-[2-(5-{1-[(6,7-dimethoxy-2-methylquinazolin-4-yl)amino]ethyl}thiophen-2-yl)benzyl]-N-(2-methoxyethyl)glycinamide